FC1=C(C(=C(C(=C1F)F)F)F)OC([C@H](C(C1CCCCC1)C1CCCCC1)NC(=O)OC(C)(C)C)=O (2S)-2-(tert-Butoxycarbonylamino)-3,3-dicyclohexyl-propionic acid (2,3,4,5,6-pentafluorophenyl) ester